BrC=1C=CC(=C(OCC2(CC2)CC(=O)O)C1)C=1OC2=C(C=CC=C2C(C1)=O)Cl 2-[1-[[5-bromo-2-(8-chloro-4-oxo-chromen-2-yl)phenoxy]methyl]cyclopropyl]acetic acid